2-[[2-fluoro-4-(trifluoromethylsulfonyl)phenyl]methyl]-2,6-diazaspiro[3.3]heptane FC1=C(C=CC(=C1)S(=O)(=O)C(F)(F)F)CN1CC2(C1)CNC2